5-[(3-Fluorophenyl)methyl]-N-isopropyl-N-methyl-thiazole-2-carboxamide FC=1C=C(C=CC1)CC1=CN=C(S1)C(=O)N(C)C(C)C